di[3-ethyl-benzothiazole-6-sulfonic acid] diammonium salt [NH4+].[NH4+].C(C)N1CSC2=C1C=CC(=C2)S(=O)(=O)[O-].C(C)N2CSC1=C2C=CC(=C1)S(=O)(=O)[O-]